C(#N)C=1C=CC2=C(N(C(=N2)NC([C@H](C(C)C)C)=O)C2=CC=C(C=C2)F)C1 (S)-N-(6-cyano-1-(4-fluorophenyl)-1H-benzo[d]imidazol-2-yl)-2,3-dimethylbutanamide